C1(=CC=CC=C1)C1=C(C=CC=C1N)N (E)-phenylbenzene-1,3-diamine